(S)-N-(1-cycloheptyl-2-((5-(3,5-dimethylisoxazol-4-yl)pyridin-2-yl)amino)-2-oxoethyl)-4-methyl-1,2,5-oxadiazole-3-carboxamide C1(CCCCCC1)[C@@H](C(=O)NC1=NC=C(C=C1)C=1C(=NOC1C)C)NC(=O)C1=NON=C1C